ClC1=CC(=C(C=C1)C1=CC=C2CN(C(C2=C1)=O)C1=NC(=CC(=C1)C(C)NCC1CC1)C)C1=NN=CN1C 6-(4-Chloro-2-(4-methyl-4H-1,2,4-triazol-3-yl)phenyl)-2-(4-(1-((cyclopropylmethyl)amino)ethyl)-6-methylpyridin-2-yl)isoindolin-1-one